N-(3-phenylnaphthyl)-2-(3-pyridyl)-indole C1(=CC=CC=C1)C=1C=C(C2=CC=CC=C2C1)N1C(=CC2=CC=CC=C12)C=1C=NC=CC1